6-[(1R)-1-[4-methyl-5-(trifluoromethyl)-2-pyridinyl]methyl]-2-azaspiro[3.3]heptane-2-carboxylic acid tert-butyl ester C(C)(C)(C)OC(=O)N1CC2(C1)CC(C2)CC2=NC=C(C(=C2)C)C(F)(F)F